C(C1=CC=CC=C1)N(S(=O)(=O)C1=CC=C(C=C1)OC1=CC=CC=C1)C1=CC(=C(C(=O)NS(=O)(=O)C)C=C1)O 4-(N-benzyl-4-phenoxyphenylsulfonamido)-2-hydroxy-N-(methylsulfonyl)benzamide